N(=[N+]=[N-])CCC[Si](OCC)(OCC)OCC 3-azidopropyltriethoxysilane